C12(CC3CC(CC(C1)C3)C2)CNC=2C=NC=CC2C(=O)O 3-[(adamantan-1-ylmethyl)amino]pyridine-4-carboxylic acid